C(C)(C)(C)OC(=O)N[C@@H](CCO[Si](C1=CC=CC=C1)(C1=CC=CC=C1)C(C)(C)C)C(=O)OC methyl N-(tert-butoxycarbonyl)-O-(tert-butyldiphenylsilyl)-L-homoserinate